Glutaryl-coenzyme A C(CCCC(=O)O)(=O)SCCNC(CCNC([C@@H](C(COP(OP(OC[C@@H]1[C@H]([C@H]([C@@H](O1)N1C=NC=2C(N)=NC=NC12)O)OP(=O)(O)O)(=O)O)(=O)O)(C)C)O)=O)=O